1-(6-oxo-5-(2,2,2-trifluoroacetyl)-1,6-dihydropyridazin-4-yl)azetidin O=C1C(=C(C=NN1)N1CCC1)C(C(F)(F)F)=O